C(#N)C=1C=C2CCN(CC2=C(C1)F)C1=CC=CC(=N1)N1CCN(CC1)CC1=NC2=C(N1C[C@H]1OCC1)C=C(C=C2)C(=O)O (S)-2-((4-(6-(6-cyano-8-fluoro-3,4-dihydroisoquinolin-2(1H)-yl)pyridin-2-yl)piperazin-1-yl)methyl)-1-(oxetan-2-ylmethyl)-1H-benzo[d]imidazole-6-carboxylic acid